4-benzoyl-cytidine triphosphate P(O)(=O)(OP(=O)(O)OP(=O)(O)O)OC[C@@H]1[C@H]([C@H]([C@@H](O1)N1C(=O)NC(N)(C=C1)C(C1=CC=CC=C1)=O)O)O